7-(azidomethyl)-2-oxo-1,3-bis((2-(trimethylsilyl)ethoxy)methyl)-2,3-dihydro-1H-benzo[d]imidazole-4-carboxylate N(=[N+]=[N-])CC1=CC=C(C2=C1N(C(N2COCC[Si](C)(C)C)=O)COCC[Si](C)(C)C)C(=O)[O-]